COC=1C=C(C=CC1)C=1N=C2N(C=CC=N2)C1C1=CC(=NC=C1)C 2-(3-Methoxyphenyl)-3-(2-methylpyridin-4-yl)imidazo[1,2-a]pyrimidine